C(C)(C)(C)C=1C=CC=2C(C3=CC=C(C=C3C2C1)C(C)(C)C)=C=C(C)C 3,6-Di-tert-butyl-9-(2-methylprop-1-en-1-ylidene)-9H-fluorene